2,4,6-tris(3,5-di-t-butyl-4-hydroxyphenylethyl)-1,3,5-triazine C(C)(C)(C)C=1C=C(C=C(C1O)C(C)(C)C)CCC1=NC(=NC(=N1)CCC1=CC(=C(C(=C1)C(C)(C)C)O)C(C)(C)C)CCC1=CC(=C(C(=C1)C(C)(C)C)O)C(C)(C)C